2,6-dimethyl-3,5-diacetyl-2,4-dinitropyridine CC1(NC(=C(C(=C1C(C)=O)[N+](=O)[O-])C(C)=O)C)[N+](=O)[O-]